tert-butyl (2-((S)-2-cyanopyrrolidin-1-yl)-2-oxoethyl)((1S,3R,5S)-3-(2-(2-(2-hydroxy ethoxy)ethoxy)ethoxy)adamantan-1-yl)carbamate C(#N)[C@H]1N(CCC1)C(CN(C(OC(C)(C)C)=O)C12CC3(C[C@@H](CC(C1)C3)C2)OCCOCCOCCO)=O